N-(3-Chlorophenyl)-N-(2-((2-aminophenyl)amino)-2-oxo-1-phenylethyl)-propiolamide ClC=1C=C(C=CC1)N(C(C#C)=O)C(C(=O)NC1=C(C=CC=C1)N)C1=CC=CC=C1